heptadecan-9-yl 9-((4-(dimethylamino)butanoyl)oxy)octadecenoate CN(CCCC(=O)OC(CCCCCC=CC(=O)OC(CCCCCCCC)CCCCCCCC)CCCCCCCCC)C